ethylene-bis-(2,6-di-tert-butylphenol) C(CC=1C(=C(C(=CC1)C(C)(C)C)O)C(C)(C)C)C=1C(=C(C(=CC1)C(C)(C)C)O)C(C)(C)C